CC1(CCN(CC1)C1=NC=2C(=NC=C(N2)SC2=CC=C(C=C2)C=2OC(=NN2)C2=CC=CC=C2)N1)N 4-methyl-1-(5-((4-(5-phenyl-1,3,4-oxadiazol-2-yl)phenyl)thio)-1H-imidazo[4,5-b]pyrazin-2-yl)piperidin-4-amine